[1,1'-biphenyl]-3-Formaldehyde C1(=CC(=CC=C1)C=O)C1=CC=CC=C1